OC1CN(C1)CC=1NC2=CC(=CC=C2C1)CNC(=O)C=1N=C2N(C(C1)=O)C=CC=C2 N-({2-[(3-hydroxyazetidin-1-yl)methyl]-1H-indol-6-yl}methyl)-4-oxo-4H-pyrido[1,2-a]pyrimidine-2-carboxamide